N-(2-methanesulfonylphenyl)acetamide CS(=O)(=O)C1=C(C=CC=C1)NC(C)=O